C(=O)OCC=1C=C(C=CC1)N1COC2(C1)CCN(CC2)C(=O)N([C@H](C(=O)O)C(C)C)C (2S)-2-[(3-{3-[(formyloxy)methyl]phenyl}-1-oxa-3,8-diazaspiro[4.5]decan-8-yl)carbonyl-(methyl)amino]-3-methylbutanoic acid